5-(5-(3-(4-fluorobenzyl)-1H-pyrrol-1-yl)-6-methylpyridazin-3-yl)pyrimidine-2,4(1H,3H)-dione FC1=CC=C(CC2=CN(C=C2)C=2C=C(N=NC2C)C=2C(NC(NC2)=O)=O)C=C1